tert-butyl (3R)-3-{[5-(5-methanesulfinyl-1,3-thiazol-2-yl)-1-{[2-(trimethylsilyl) ethoxy]methyl}-1H-pyrrolo[2,3-b]pyridin-4-yl]amino}piperidine-1-carboxylate CS(=O)C1=CN=C(S1)C=1C(=C2C(=NC1)N(C=C2)COCC[Si](C)(C)C)N[C@H]2CN(CCC2)C(=O)OC(C)(C)C